COC1CC(C1)NC1=C(C=C(C=C1)S(=O)(=O)N)[N+](=O)[O-] 4-(((1R,3r)-3-methoxycyclobutyl)amino)-3-nitrobenzenesulfonamide